ethyl 2-amino-5-chloro-4-methyl-6-(trifluoromethyl)nicotinate NC1=C(C(=O)OCC)C(=C(C(=N1)C(F)(F)F)Cl)C